CN1C(N(C2=C1C=NC=1C=CC=CC21)C2=CC(=C(C=C2)N2CCNCC2)C(F)(F)F)=O 3-methyl-1-[4-piperazin-1-yl-3-(trifluoromethyl)phenyl]imidazo[5,4-c]quinolin-2-one